CN(C)C1=CC=C(C=C1)C(=C2C=CC(=N)C=C2)C3=CC=C(C=C3)N(C)C The molecule is an imine that is 4-methylidenecyclohexa-2,5-dien-1-imine in which both the hydrogens of the methylidene group are replaced by 4-(dimethylamino)phenyl groups. The hydrochloride salt is the histological dye 'Methyl violet 2B'. It has a role as an antineoplastic agent, an EC 2.7.10.2 (non-specific protein-tyrosine kinase) inhibitor, a fluorochrome and a histological dye. It is an imine, a substituted aniline and a tertiary amino compound. It is a conjugate base of a Methyl violet 2B(1+).